C1(=CC=CC=C1)C(C1=CC=CC=C1)OC(=O)C1=C(CO[C@H]2N1C([C@@H]2OC)=O)CSC2=NN=NN2 7α-methoxy-3-(5-tetrazolyl)thiomethyl-1-oxa-3-cephem-4-carboxylic acid diphenylmethyl ester